Cl.N[C@@H](C)C(=O)O L-alaninate hydrochloride